(R)-2-(3-fluoroazetidin-1-yl)-6-mercapto-4-(4-(tetra-hydrofuran-3-yl)phenyl)pyridine-3,5-dicarbonitrile FC1CN(C1)C1=NC(=C(C(=C1C#N)C1=CC=C(C=C1)[C@@H]1COCC1)C#N)S